BrC1CC(C2=CC(=CC=C12)[N+](=O)[O-])(F)F 3-bromo-1,1-difluoro-6-nitro-indan